4-(pyrazolo[1,5-a]pyridin-2-yl)-(6,7-dihydro-1H-imidazo[4,5-c]pyridin-5(4H)-yl)methanone N1=C(C=C2N1C=CC=C2)C2N(CCC1=C2N=CN1)C=O